C(C)(C)(C)[Si](OCC1=C(C=C(C=C1)Cl)C=O)(C)C [2-[[tert-butyl-(dimethyl)silyl]oxymethyl]-5-chloro-phenyl]methanone